((1s,3s)-3-(5,7-difluoro-2-(4-fluorophenyl)-1H-indol-3-yl)cyclobutyl)methanamine FC=1C=C2C(=C(NC2=C(C1)F)C1=CC=C(C=C1)F)C1CC(C1)CN